ethyl 4-(1,1,2,2,2-pentafluoroethyl)-2-(prop-1-en-2-yl)imidazo[1,2-a]1,8-naphthyridine-8-carboxylate FC(C(F)(F)F)(F)C=1C=2C=CC=3N(C2N=C(C1)C(=C)C)C=C(N3)C(=O)OCC